BrC=1C=C(C=CC1F)NC(C1=CC(=C(C=C1)Cl)C(C(=O)N1CCC(CC1)O)(F)F)=O N-(3-bromo-4-fluorophenyl)-4-chloro-3-(1,1-difluoro-2-(4-hydroxypiperidin-1-yl)-2-oxoethyl)benzamide